FC(C(C)(O)C=1N=CC=2N(C1)C(=CN2)C2=NC(=CC(=C2)F)N[C@H]2CNC[C@@H]2F)(F)F 1,1,1-trifluoro-2-(3-(4-fluoro-6-(((3S,4S)-4-fluoropyrrolidin-3-yl)amino)pyridin-2-yl)imidazo[1,2-a]pyrazin-6-yl)propan-2-ol